FC(C=1C=C(C=CC1F)C=1C=C2C(=NC1)C=NN2CC=2C=NC=C(C2)C(F)(F)F)F 6-[3-(Difluoromethyl)-4-fluoro-phenyl]-1-[[5-(trifluoromethyl)-3-pyridyl]methyl]pyrazolo[4,3-b]pyridine